BrC=1N=C2N(N1)CCC2OC2=CC=C(C=C2)Cl 2-bromo-7-(4-chlorophenoxy)-6,7-dihydro-5H-pyrrolo[1,2-b][1,2,4]triazole